C(C)OC=1C=C(C=CC1OC)[C@@H](CS(=O)(=O)C)N1C(C2=CC=CC=C2C1=O)=O 2-[(1S)-1-(3-ethoxy-4-methoxyphenyl)-2-(methylsulfonyl)ethyl]-2,3-dihydro-1,3-dioxo-1H-isoindol